9-methoxy-4-propyl-1,2,3,4,5,6-hexahydroazepino[4,5-b]indole COC1=CC=2C3=C(NC2C=C1)CC(NCC3)CCC